4-methoxy-3-methyl-7-(4-(trifluoromethoxy)phenyl)-3H-imidazo[4,5-c]pyridine COC1=NC=C(C2=C1N(C=N2)C)C2=CC=C(C=C2)OC(F)(F)F